ClC=1C=NC2=C(C(=CC(=C2C1)F)F)C=1C=CC(=NC1CC)N 5-(3-chloro-5,7-difluoroquinolin-8-yl)-6-ethylpyridin-2-amine